C1(CC1)CC1=NC=CC(=C1)C1=NC2=CC(=NC=C2S1)NC1=NC(=NC(=C1)C)N1[C@@H]2CN([C@H](C1)C2)CCO 2-[(1S,4S)-5-(4-{2-[2-(cyclopropylmethyl)-4-pyridyl]-3-thia-1,5-diaza-6-indenylamino}-6-methyl-2-pyrimidinyl)-2,5-diazabicyclo[2.2.1]hept-2-yl]ethanol